NC=1C=C(C(=O)O)C=C(N1)C1=CC=C(C=C1)F 2-amino-6-(4-fluorophenyl)isonicotinic acid